3',5-diallyl-2',5',6'-trideutero-3-[(S)-2,6-diamino-1-hexanoyl]amino-2,4'-Dihydroxy-1,1'-biphenyl C(C=C)C=1C(=C(C(=C(C1O)[2H])[2H])C1=C(C(=CC(=C1)CC=C)NC([C@H](CCCCN)N)=O)O)[2H]